NC=1N=NC(=CC1N1CC(N(CC1)C1=CC=CC=C1)C(=O)NCC1CCN(CC1)C(=O)OC(C)(C)C)Cl tert-butyl 4-[[[4-(3-amino-6-chloro-pyridazin-4-yl)-1-phenyl-piperazine-2-carbonyl]amino]methyl]piperidine-1-carboxylate